C1(=CC=CC=C1)P(=O)([O-])C(C1=C(C=C(C=C1C)C)C)=O.[Li+].ClC1=C(C=CC(=C1)F)C(=O)N1CCN(CC1)C1=C(C(=CC=C1)Cl)O (2-Chloro-4-fluoro-phenyl)-[4-(3-chloro-2-hydroxy-phenyl)piperazin-1-yl]methanone lithium phenyl-2,4,6-trimethylbenzoyl-hypophosphite